ClC1=NC2=CC=CC=C2C(=C1)C(C)NC(=O)C=1C=C(CNC(OC(C)(C)C)=O)C=CC1C tert-butyl (3-((1-(2-chloroquinolin-4-yl)ethyl)carbamoyl)-4-methylbenzyl)carbamate